2-(methylthio)-6-(tetrahydro-2H-pyran-4-yl)-7,8-dihydropyrido[4,3-d]pyrimidin-5(6H)-one CSC=1N=CC2=C(N1)CCN(C2=O)C2CCOCC2